FC1=CC=C(OC2=CC=C(C(=O)NCC(=O)N3[C@@H](C[C@@H](C3)C(F)(F)F)CO)C=C2)C=C1 4-(4-fluorophenoxy)-N-(2-((2S,4S)-2-(hydroxymethyl)-4-(trifluoromethyl)pyrrolidin-1-yl)-2-oxoethyl)benzamide